CC=1OC(=C(N1)C1=CC=C(C#N)C=C1)C1=CC=CC=C1 4-(2-Methyl-5-phenyloxazol-4-yl)benzonitrile